CC1=NC2=C3N=C(C(=C(C3=CC=C2C(=C1S(=O)(=O)O)C1=CC=CC=C1)C1=CC=CC=C1)S(=O)(=O)O)C 2,9-dimethyl-4,7-diphenyl-1,10-phenanthroline-3,8-disulfonic acid